IC=1C=NN(C1)CC1SCCC1 2-[(4-iodopyrazol-1-yl)methyl]thiolane